COC(C1=C(C(=CC(=C1)CCl)C)C)=O 5-(chloromethyl)-2,3-dimethylbenzoic acid methyl ester